ClC=1C=C2C(=CC1)NC(C21CCN(CC1)CCOC1=CC(=C(C(=C1)F)[C@@H](C)S(=O)(=O)C)F)=O (R)-5-chloro-1'-{2-[3,5-difluoro-4-(1-methanesulfonyl-ethyl)phenoxy]ethyl}-1,2-dihydrospiro[indole-3,4'-piperidin]-2-one